tert-Butyl (3S)-3-[[2-[4-(4-chlorophenyl)-5-(4-pyridyl)imidazol-1-yl]acetyl]amino]piperidine-1-carboxylate ClC1=CC=C(C=C1)C=1N=CN(C1C1=CC=NC=C1)CC(=O)N[C@@H]1CN(CCC1)C(=O)OC(C)(C)C